ethyl 2-(5-chloro-3-fluoro-2-pyridyl)-2-[5-(trifluoromethyl)-2-[4-(trifluoromethyl)phenyl]pyrazol-3-yl]acetate ClC=1C=C(C(=NC1)C(C(=O)OCC)C=1N(N=C(C1)C(F)(F)F)C1=CC=C(C=C1)C(F)(F)F)F